tert-butyl-N-(2-amino-3-{[(tert-butoxy)carbonyl]amino}propyl)carbamate C(C)(C)(C)OC(NCC(CNC(=O)OC(C)(C)C)N)=O